1-((3R,5S,8R,9S,10S,13S,14S,17S)-3-hydroxy-3-((methoxy-d3)methyl-d2)-10,13-dimethylhexadecahydro-1H-cyclopenta[a]phenanthren-17-yl)-2-(1H-imidazol-1-yl-d3)ethan-1-one O[C@@]1(CC[C@@]2([C@H]3CC[C@@]4([C@H](CC[C@H]4[C@@H]3CC[C@H]2C1)C(CN1C(=NC(=C1[2H])[2H])[2H])=O)C)C)C([2H])([2H])OC([2H])([2H])[2H]